Cl.COC=1C=C2CC(=C(C2=CC1)NCCOC1=CC=CC=C1)C1=CC=CC=C1 (5-methoxy-2-phenyl-3H-inden-1-yl)phenoxyethylamine hydrochloride